N1=CC=CC2=C(C=CC=C12)CCCC(=O)N1CCN(CC1)C1=CC(=NC=C1)C#N 4-(4-(4-(quinolin-5-yl)butanoyl)piperazin-1-yl)picolinonitrile